3-Methyl-Sulfonyl-Pyridine CS(=O)(=O)C=1C=NC=CC1